N[C@@H](C)C12CC(C1)C2 3-((S)-1-aminoethyl)bicyclo[1.1.1]pentane